NC=1C(=NC(=C(N1)C=1OC=CN1)C1=CN(C(C=C1)=O)CCOC)C(=O)NCC1=C(C=CC=C1F)F 3-amino-N-(2,6-difluorobenzyl)-6-(1-(2-methoxyethyl)-6-oxo-1,6-dihydropyridin-3-yl)-5-(oxazol-2-yl)pyrazine-2-carboxamide